CN(S(=O)(=O)C1=C(C=C(C=C1)[N+](=O)[O-])C)C N,N,2-trimethyl-4-nitro-benzenesulfonamide